2-cyano-N-(4-methylphenyl)acetamide CC1=CC=C(C=C1)NC(=O)CC#N